COC1=C(CNC2=NC=NC3=C(C=CC=C23)C(=O)NC2=C3C=CN=C(C3=CC=C2C)NC2=CC(=C(C=C2)OC)OC)C=CC(=C1)OC 4-((2,4-dimethoxybenzyl)amino)-N-(1-((3,4-dimethoxyphenyl)amino)-6-methylisoquinolin-5-yl)quinazoline-8-carboxamide